C(C1=CC=CC=C1)C(CCCOC1=CC=C2C=C(C(OC2=C1)=NO)C(C)=O)N 7-(4-benzyl-aminobutoxy)-3-acetyl-coumarin oxime